tert-butyl (S)-5-((R)-(2-chlorophenyl)(hydroxy)-methyl)-2,2-dimethylpyrrolidine-1-carboxylate ClC1=C(C=CC=C1)[C@H]([C@@H]1CCC(N1C(=O)OC(C)(C)C)(C)C)O